C12(CC3CC(CC(C1)C3)C2)CC2=NOC(=N2)CCC=2N=CNC2 (S)-1-(3-(adamantan-1-yl)methyl-1,2,4-oxadiazol-5-yl)-2-(1H-imidazol-4-yl)ethane